C1(CC1)N1C(=NC2=C(C=C(C=C2C1=O)C)[C@@H](C)NC1=C(C=CC=C1)S(=O)(=O)C)N1CCOCC1 3-cyclopropyl-6-methyl-8-[(1R)-1-(2-methylsulfonylanilino)ethyl]-2-morpholino-quinazolin-4-one